2-(tert-butyl) 3-ethyl (1S,3S,4S)-5-hydroxy-2-azabicyclo[2.2.1]heptane-2,3-dicarboxylate OC1[C@@H]2[C@H](N([C@H](C1)C2)C(=O)OC(C)(C)C)C(=O)OCC